C1(=CC=CC=C1)N1NC(=CC1C1=CC=C(C=C1)C(C)C)C1=CC=C(C=C1)C(C)C 1-phenyl-3-(4-isopropylphenyl)-5-(4-isopropylphenyl)-pyrazoline